ClCCN1C2=CC=CC=C2C=2C=CC=CC12 N-(beta-chloroethyl)carbazole